4a-methyl-3a,4,4a,5,6,7,9,9a-octahydronaphtho[2,3-b]furan-2(3H)-one CC12CC3C(OC(C3)=O)CC2=CCCC1